C(N)(=O)C1=CN=C2N1N=C(C=C2)C2=C(N=CN2C2CN(C2)C(=O)OC(C)(C)C)C2=CC=C(C=C2)F tert-butyl 3-(5-(3-carbamoylimidazo[1,2-b]pyridazin-6-yl)-4-(4-fluorophenyl)-1H-imidazol-1-yl)azetidine-1-carboxylate